C1=CC=CC=2C3=CC=CC=C3C(C12)COC(=O)N([C@H](C(=O)O)CCC)C (2S)-2-[9H-fluoren-9-yl-methoxycarbonyl(methyl)amino]pentanoic acid